5-[(2S)-10-amino-11-[2-(4-fluorophenyl)ethyl]-7,7-dioxo-7-thia-6,12-diazatricyclo[6.4.0.02,6]dodeca-1(12),8,10-trien-9-yl]-N-[(3,4-difluorophenyl)methyl]thiophene-2-carboxamide NC=1C(=C2S(N3CCC[C@H]3C2=NC1CCC1=CC=C(C=C1)F)(=O)=O)C1=CC=C(S1)C(=O)NCC1=CC(=C(C=C1)F)F